(R)-3-bromo-2-hydroxyl-2-methyl-N-(4-nitro-3-(trifluoromethyl)phenyl)propanamide BrC[C@](C(=O)NC1=CC(=C(C=C1)[N+](=O)[O-])C(F)(F)F)(C)O